ethyl 2-(2-((5-(3-(aminomethyl)phenyl)-7-((cyclopentylmethyl)amino)benzofuran-3-yl)methoxy)-4-methoxyphenyl)acetate NCC=1C=C(C=CC1)C=1C=C(C2=C(C(=CO2)COC2=C(C=CC(=C2)OC)CC(=O)OCC)C1)NCC1CCCC1